6-methoxy-5-(4,4,5,5-tetramethyl-1,3,2-dioxaborolan-2-yl)-1,3-benzothiazole COC1=CC2=C(N=CS2)C=C1B1OC(C(O1)(C)C)(C)C